C1(CCCCC1)CN1[C@@H]([C@H]([C@@H]([C@H](C1)O)O)O)C (2R,3R,4R,5S)-1-(cyclohexylmethyl)-2-methylpiperidine-3,4,5-triol